C(CCC)C1=C(C=CC=C1)B(O)O Butylphenyl-boronic acid